N1CCC(CC1)C1N(C2=CC=CC=C2N(C1)C1=NC=CC=C1)C(=O)N (piperidin-4-yl)-4-(pyridin-2-yl)-3,4-dihydroquinoxaline-1(2H)-carboxamide